FCCCN1C[C@H](CC1)OC=1C=CC(=NC1)[C@H]1N([C@@H](CC2=CC(=CC=C12)O)C)CC(F)(F)F.[O].[Ba].[Y] yttrium-barium oxygen (1S,3R)-1-(5-(((S)-1-(3-Fluoropropyl)pyrrolidin-3-yl)oxy)pyridin-2-yl)-3-methyl-2-(2,2,2-trifluoroethyl)-1,2,3,4-tetrahydroisoquinolin-6-ol